FC1=C(C=CC(=C1)F)C1=NC=C2N1C=CN=C2N2C[C@H]1OCC=CC3=CC=CC4=NN(C(CCCNC([C@@H]2C1)=O)=C34)C (6S,9S)-8-[3-(2,4-difluorophenyl)imidazo[1,5-a]pyrazin-8-yl]-16-methyl-5-oxa-8,11,16,17-tetrazatetracyclo[13.6.1.16,9.018,22]tricosa-1(21),2,15(22),17,19-pentaen-10-one